9,10-dichloroanthracene-2-sulfonate ClC=1C2=CC=CC=C2C(=C2C=CC(=CC12)S(=O)(=O)[O-])Cl